COC1=CC=C(C=C1)C1CCN(CC1)C1=C(C(N(C2=CC=C(C=C12)C1=CC=CC=C1)C)=O)C#N 4-[4-(4-methoxyphenyl)piperidin-1-yl]-1-methyl-2-oxo-6-phenyl-1,2-dihydroquinoline-3-carbonitrile